FC1(C=2N(CCC1)N=CC2S(=O)(NC(C2=CC=CC=C2)(C2=CC=CC=C2)C2=CC=CC=C2)=N)F 4,4-difluoro-N-trityl-4,5,6,7-tetrahydropyrazolo[1,5-a]pyridine-3-sulfonimidamide